(diethylamino)di(methoxyethyl)vinyl-silane C(C)N(CC)[SiH2]C=C(CCOC)CCOC